[N+](=O)([O-])C=1C=C2C=NN(C2=CC1)CC1CCOCC1 5-nitro-1-[(oxan-4-yl)methyl]-1H-indazole